(S)-4-((6-Fluoropyridin-2-yl)methyl)-N-(7-(3-hydroxy-3-methylbut-1-yn-1-yl)-5-methyl-4-oxo-2,3,4,5-tetrahydrobenzo[b][1,4]oxazepin-3-yl)picolinamid FC1=CC=CC(=N1)CC1=CC(=NC=C1)C(=O)N[C@@H]1C(N(C2=C(OC1)C=CC(=C2)C#CC(C)(C)O)C)=O